FC1=C(C(=O)NC2=CC=C(C=C2)C(\C=C\C2=CC=C(C=C2)N(C)CCO)=O)C(=CC=C1C)F 2,6-Difluoro-N-[4-[(E)-3-[4-[2-hydroxyethyl(methyl)amino]phenyl]prop-2-enoyl]phenyl]-3-methylbenzamide